lithium (S)-1-(2-((tert-butyldiphenylsilyl)oxy)ethyl)aziridine-2-carboxylate [Si](C1=CC=CC=C1)(C1=CC=CC=C1)(C(C)(C)C)OCC[N@]1C(C1)C(=O)[O-].[Li+]